N-((2-bromo-3,5,6-trifluorophenyl)sulfonyl)-N-(2-chlorobenzyl)glycine BrC1=C(C(=C(C=C1F)F)F)S(=O)(=O)N(CC(=O)O)CC1=C(C=CC=C1)Cl